FC(C=1C(N(C2=CC=CC=C2N1)C)=O)F 3-difluoromethyl-1-methylquinoxalinone